Cl.FC1=C(C=CC(=C1F)OC)C1=CN=C2N1C=CN=C2NC2=CC(=C(C(=O)N1CCN(CC1)C(=O)[C@H]1NC[C@H](C1)COC)C=C2)C (4-(4-((3-(2,3-difluoro-4-methoxy-phenyl)imidazo[1,2-a]pyrazin-8-yl)amino)-2-methyl-benzoyl)piperazin-1-yl)((2S,4S)-4-(methoxymethyl)pyrrolidin-2-yl)methanone hydrochloride